FC1=CC=C(OC(C(F)(F)I2OC(C3=C2C=CC=C3)=O)(F)F)C=C1 1-(2-(4-Fluorophenoxy)-1,1,2,2-tetrafluoroethyl)-1λ3-benzo[d][1,2]iodaoxol-3(1H)-one